S(N)(=O)(=O)C1=CC=C(C=C1)NC(O)=S (4-sulfamoyl-phenyl)-thiocarbamic acid